N1=C(C=CC=C1)SC=1C=2N(C=C(C1)C=1C=NN(C1)[C@@H]1CNCC1)N=CC2C#N (S)-4-(Pyridin-2-ylthio)-6-(1-(pyrrolidin-3-yl)-1H-pyrazol-4-yl)pyrazolo[1,5-a]pyridine-3-carbonitrile